O=C1NC(CCC1N1C(C2=CC=C(C=C2C1)C(=O)N[C@@H](C(F)(F)F)C1=CC=NN1C)=O)=O 2-(2,6-dioxopiperidin-3-yl)-1-oxo-N-((R)-2,2,2-trifluoro-1-(1-methyl-1H-pyrazol-5-yl)ethyl)isoindoline-5-carboxamide